C(C)(C)(C)OC(=O)N1[C@@H](CN(CC1)C1=NC=CC(=C1)Br)C (R)-4-(4-bromopyridin-2-yl)-2-methylpiperazine-1-carboxylic acid tert-butyl ester